(3S)-N,N-Dimethyl-1-[1-(4-nitrophenyl)pyrazol-4-yl]pyrrolidin-3-amine CN([C@@H]1CN(CC1)C=1C=NN(C1)C1=CC=C(C=C1)[N+](=O)[O-])C